CC1=CC=C(C(=C1)N=NC1=C(C=CC(=C1)Cl)Cl)O 4-methyl-6-(2,5-dichlorophenylazo)-phenol